ClC1=C(C=C2C(C(=CN(C2=N1)C1=C(C=C(C=C1F)F)F)C(=O)NC(C(C(F)(F)F)(F)F)C(C)(C)C)=O)F 7-chloro-6-fluoro-4-oxo-N-[1,1,1,2,2-pentafluoro-4,4-dimethylpent-3-yl]-1-(2,4,6-trifluorophenyl)-1,4-dihydro-1,8-naphthyridine-3-carboxamide